BrC=1C=CC(=C(C1)CC(=O)OC)S(N)(=O)=O methyl 2-(5-bromo-2-sulfamoylphenyl)acetate